4-(1-(4-(trifluoromethoxy)phenyl)-1H-1,2,4-triazol-3-yl)benzaldehyde FC(OC1=CC=C(C=C1)N1N=C(N=C1)C1=CC=C(C=O)C=C1)(F)F